C(CCC)(=O)[O-].C(CCC)(=O)[O-].C(C)[Sn+2]CC diethyltin dibutyrate